3-isopropoxy-1-methyl-1H-pyrazol-4-amine C(C)(C)OC1=NN(C=C1N)C